3-fluoro-2-hydroxy-5-(4-(5-(pyrrolidin-1-yl)pyridin-2-yl)piperidine-1-carbonyl)benzaldehyde FC=1C(=C(C=O)C=C(C1)C(=O)N1CCC(CC1)C1=NC=C(C=C1)N1CCCC1)O